C(C)(C)(C)OC(=O)N1[C@H](C[C@@H](C1)N1N=C(C=2C(=NC=CC21)N)C#CC2=CC1=C(N(C(=N1)C)CC)C=C2)COC (2R,4S)-4-(4-amino-3-((1-ethyl-2-methyl-1H-benzo[d]imidazol-5-yl)ethynyl)-1H-pyrazolo[4,3-c]pyridin-1-yl)-2-(methoxymethyl)pyrrolidine-1-carboxylic acid tert-butyl ester